magnesium palmitate C(CCCCCCCCCCCCCCC)(=O)[O-].[Mg+2].C(CCCCCCCCCCCCCCC)(=O)[O-]